CS(=O)(=O)N1CCC(CC1)N1CC(C1)(N1N=CC(=C1)C=1C2=C(N=CN1)NC=C2)CC#N {1-[1-(methylsulfonyl)piperidin-4-yl]-3-[4-(7H-pyrrolo[2,3-d]pyrimidin-4-yl)-1H-pyrazol-1-yl]azetidin-3-yl}acetonitrile